BrC1=CC=C2C=C(C(=NC2=C1)N(CC1=CC=C(C=C1)OC)CC1=CC=C(C=C1)OC)Cl 7-bromo-3-chloro-N,N-bis(4-methoxybenzyl)quinolin-2-amine